O1CC[C@@H](C2=CC=CC=C12)NC(=O)C=1C=NC2=C(C(=CC=C2C1C1CC(C1)F)F)C1=C(C(=CC(=C1)F)F)F N-((S)-chroman-4-yl)-7-fluoro-4-((1R,3S)-3-fluorocyclobutyl)-8-(2,3,5-trifluorophenyl)quinoline-3-carboxamide